5-fluoro-7-(4,4,5,5-tetramethyl-1,3,2-dioxaborolan-2-yl)-2,3-dihydrospiro[benzo[d]pyrrolo-[1,2-a]imidazole-1,1'-cyclopropane] FC1=CC(=CC2=C1N=C1N2C2(CC2)CC1)B1OC(C(O1)(C)C)(C)C